NC1=C(C(=C(C(=C1F)F)S(=O)(=O)N)F)F 4-amino-2,3,5,6-tetrafluorobenzenesulfonamide